methyl 9,9-dibutoxy-7-nonynoate C(CCC)OC(C#CCCCCCC(=O)OC)OCCCC